2,6-di-tert-butyl-2-cresol C(C)(C)(C)C1(CC=CC(=C1O)C(C)(C)C)C